butyl (1-(4-(7-((3-(piperidin-1-yl)propyl)carbamoyl)benzo[d]imidazo[2,1-b]thiazol-2-yl)phenyl)cyclopropyl)carbamate N1(CCCCC1)CCCNC(=O)C1=CC2=C(N3C(S2)=NC(=C3)C3=CC=C(C=C3)C3(CC3)NC(OCCCC)=O)C=C1